OC=1C=C(C=CC1)C#C m-hydroxyphenylacetylene